C1(CCC1)N1CCC(CC1)N1CCC(CC1)C1=CC(=C2C(=N1)N(C(=N2)C2=CC=C(C=C2)S(=O)(=O)C)C)C 5-(1'-cyclobutyl-[1,4'-bipiperidin]-4-yl)-3,7-dimethyl-2-(4-(methylsulfonyl)phenyl)-3H-imidazo[4,5-b]pyridine